Methyl hept-5-ene-2-carboxylate CC(CCC=CC)C(=O)OC